ClC1=CC(=C(C=C1)C1=NC(=CC=2N=C(N(C(C21)=O)C)C)N2C[C@@H](OCC2)C2=CC(=NC=C2)OC)F 5-(4-chloro-2-fluoro-phenyl)-7-((2S)-2-(2-methoxy-4-pyridinyl)-4-morpholinyl)-2,3-dimethylpyrido[4,3-d]-pyrimidin-4(3H)-one